COC1=CC=C(C=C1)C=1C(=C2N(N1)CCC2)C=2C=C1C=NNC1=CC2 5-(2-(4-Methoxyphenyl)-5,6-dihydro-4H-pyrrolo[1,2-b]pyrazol-3-yl)-1H-indazole